5-bromo-2-(1-cyclopropylethenyl)-4-fluoroaniline BrC=1C(=CC(=C(N)C1)C(=C)C1CC1)F